2,3,6,7-tetrahydro-8-hydroxy-1h,5h-benzo[ij]quinolizine-9-carbaldehyde OC1=C(C=C2CCCN3CCCC1=C23)C=O